ClC1=CC=C(C=C1)C1=C(N)C=CC=C1F 2-(4-chlorophenyl)-3-fluoroaniline